2-(benzenesulfonyl)-3-phenylazepine C1(=CC=CC=C1)S(=O)(=O)C=1NC=CC=CC1C1=CC=CC=C1